C(C=C)(=O)OCCC(C)C1=C(C(=C(C=C1[N+](=O)[O-])F)C1=C(C=NN1C)I)C#N (E)-3-(2-cyano-4-fluoro-3-(4-iodo-1-methyl-1H-pyrazol-5-yl)-6-nitrophenyl)butyl acrylate